2,3-dihydrobenzo[b][1,4]dioxine-5-sulfonyl chloride O1C2=C(OCC1)C(=CC=C2)S(=O)(=O)Cl